The molecule is a member of pteridines, a monocarboxylic acid amide and a dicarboxylic acid. It has a role as an antineoplastic agent, an antirheumatic drug, an EC 1.5.1.3 (dihydrofolate reductase) inhibitor, a DNA synthesis inhibitor, an abortifacient, a dermatologic drug, an antimetabolite and an immunosuppressive agent. It derives from a L-glutamic acid. It is a conjugate acid of a methotrexate(1-). CN(CC1=CN=C2C(=N1)C(=NC(=N2)N)N)C3=CC=C(C=C3)C(=O)N[C@@H](CCC(=O)O)C(=O)O